2-((2-chloro-6-(2,2-difluoroethyl)-5,6,7,8-tetrahydropyrido[4,3-d]pyrimidin-4-yl)oxy)-1-fluoro-10-methyl-5,6,8,9,10,11-hexahydro-7H-pyrido[3',4':4,5]pyrrolo[2,3-f]isoquinolin-7-one ClC=1N=C(C2=C(N1)CCN(C2)CC(F)F)OC=2N=CC=1CCC3=C(C1C2F)NC2=C3C(NCC2C)=O